BrC1=NNC2=NC(=NC(=C21)C#N)N2CCC(CC2)(C2=C(C=CC=C2)F)NC(OC(C)(C)C)=O tert-butyl (1-(3-bromo-4-cyano-1H-pyrazolo[3,4-d]pyrimidin-6-yl)-4-(2-fluorophenyl)piperidin-4-yl)carbamate